ClC1=CC=C(C=C1)N(C=1N=C(N2C1C=NC=C2)C(C)C)C N-(4-Chlorophenyl)-3-isopropyl-N-methylimidazo[1,5-a]pyrazin-1-amine